3-{2-[1-(trifluoromethyl)cyclopropyl]ethoxyl-1H-pyrazol-1-yl}-2λ6-thia-3,9,11,19,24-pentaazatetracyclo[18.3.1.111,14.05,10]pentacosa-1(23),5,7,9,20(24),21-hexaene-2,2,4-trione FC(C1(CC1)CCOC1=NN(C=C1)N1S(C2=CC=CC(NCCCCC3CCN(C4=NC=CC=C4C1=O)C3)=N2)(=O)=O)(F)F